(S)-4-amino-1-bromo-7-fluoro-N-methyl-N-(6-(trifluoromethyl)-2,3-dihydrobenzofuran-3-yl)imidazo[1,5-a]quinoxaline-8-carboxamide NC=1C=2N(C3=CC(=C(C=C3N1)F)C(=O)N([C@@H]1COC3=C1C=CC(=C3)C(F)(F)F)C)C(=NC2)Br